1-(3-(4-chloro-3,5-dimethylphenoxy)propyl)-4-((3-chlorobenzyl)(3-methoxyphenyl)amino)-1H-pyrrole-2-carboxylic acid ClC1=C(C=C(OCCCN2C(=CC(=C2)N(C2=CC(=CC=C2)OC)CC2=CC(=CC=C2)Cl)C(=O)O)C=C1C)C